C1(=CC=C(C=C1)C1=NC(=CC(=N1)C1=C(C=CC(=C1)Cl)Br)C1=CC=CC=C1)C1=CC=CC=C1 2-([1,1'-biphenyl]-4-yl)-4-(2-bromo-5-chlorophenyl)-6-phenylpyrimidine